N[C@]1(CN(CC1)C1=C(C(=CC=C1Cl)CC)CN1C2=NC=NC(=C2N=C1)N)C(=O)NC1CC1 (R)-3-amino-1-(2-((6-amino-9H-purin-9-yl)methyl)-6-chloro-3-ethylphenyl)-N-cyclopropylpyrrolidine-3-carboxamide